methyl 2-[5-benzyloxy-2-cyclopropyl-1-(4-fluoro-3-methyl-phenyl)indol-3-yl]-3-phenyl-propanoate C(C1=CC=CC=C1)OC=1C=C2C(=C(N(C2=CC1)C1=CC(=C(C=C1)F)C)C1CC1)C(C(=O)OC)CC1=CC=CC=C1